OCCOC1=NC2=CC=C(C=C2C(=C1)Cl)OC oxylethoxyl-4-chloro-6-methoxyquinoline